(P)-1-(5-chloro-4-(3,3-difluorocyclobutyl)-2-methoxyphenyl)-N-(isoxazol-3-yl)-N-(4-methoxybenzyl)-2-oxo-1,2-dihydroquinoline-6-sulphonamide ClC=1C(=CC(=C(C1)N1C(C=CC2=CC(=CC=C12)S(=O)(=O)N(CC1=CC=C(C=C1)OC)C1=NOC=C1)=O)OC)C1CC(C1)(F)F